C(C(=O)F)(=O)F.[Li] lithium difluorooxalic acid